2H,3H-furo[2,3-c]pyridin-7-amine O1CCC=2C1=C(N=CC2)N